(4-(4-bromo-3-fluorophenyl)-4-oxobutyl)carbamic acid tert-butyl ester C(C)(C)(C)OC(NCCCC(=O)C1=CC(=C(C=C1)Br)F)=O